CN(CCCC1=C(C=CC=C1)P(C1=CC=CC=C1)C1=CC=CC=C1)C [3-(dimethylamino)propyl]triphenyl-phosphine